FC(C(C(F)(F)NS(=O)(=O)N)(F)F)(C(F)(F)F)F nonafluorobutylsulfamide